(R)-4-((tert-butyldiphenylsilyl)oxy)-3-methylbutanal [Si](C1=CC=CC=C1)(C1=CC=CC=C1)(C(C)(C)C)OC[C@@H](CC=O)C